(E)-3-(1-((2-(1H-indol-3-yl)ethyl)amino)-2,3-dihydro-1H-inden-5-yl)acrylic acid ethyl ester C(C)OC(\C=C\C=1C=C2CCC(C2=CC1)NCCC1=CNC2=CC=CC=C12)=O